O1COC2=C1C=CC(=C2)/C=C/C(=O)N[C@H](C(=O)NC2=CC=C(C=C2)C(NO)=O)CC2=CNC1=CC=CC=C21 (2S)-2-[[(E)-3-(1,3-benzodioxol-5-yl)prop-2-enoyl]amino]-N-[4-(hydroxycarbamoyl)phenyl]-3-(1H-indol-3-yl)propanamide